C(C)(C)(C)C1=NC(=NO1)C=1C=C(C2=C(NC1F)S(C[C@@H](C2=O)NC(OC(C)(C)C)=O)(=O)=O)CC2=CC=C(C=C2)OC2CCCC2 tert-butyl N-[(3R)-7-(5-tert-butyl-1,2,4-oxadiazol-3-yl)-5-[[4-(cyclopentoxy)phenyl]methyl]-8-fluoro-1,1,4-trioxo-2,3-dihydro-l-6,5-benzothiazepin-3-yl]carbamate